2,2,2-trifluoro-N-(pyridin-2(1H)-ylidene)acetamide FC(C(=O)N=C1NC=CC=C1)(F)F